FC1=CC=C2C(=NC=NC2=C1)N[C@H](C(=O)O)CCN(CCCCC1=NC=2NCCCC2C=C1)C[C@@H](C)OC (S)-2-((7-fluoroquinazolin-4-yl)amino)-4-(((R)-2-methoxypropyl)(4-(5,6,7,8-tetrahydro-1,8-naphthyridin-2-yl)butyl)amino)butanoic acid